tert.-Butyl-7-{[2-(4-chlorophenyl)imidazo[1,2-a]pyridin-3-yl]methyl}-3-oxa-7,9-diazabicyclo[3.3.1]nonan-9-carboxylat C(C)(C)(C)OC(=O)N1C2COCC1CN(C2)CC2=C(N=C1N2C=CC=C1)C1=CC=C(C=C1)Cl